C1CCC2=C(C=CC=C12)NC1=C(C=C2C(=N1)NN=C2NC(=O)C2CCCCCC2)F N-(6-((2,3-dihydro-1H-inden-4-yl)amino)-5-fluoro-1H-pyrazolo[3,4-b]pyridin-3-yl)cycloheptanecarboxamide